C1=CC(N2C1=CC=CC=C2)C(=O)[O-] pyrrolo[1,2-a]azepine-3-carboxylate